(1S,2S)-2-aminocyclopentanol HCl Cl.N[C@@H]1[C@H](CCC1)O